methylethanetetrayl-tetraaniline CN(C1=CC=CC=C1)C(CNC1=CC=CC=C1)(NC1=CC=CC=C1)NC1=CC=CC=C1